2-(((tert-butyldimethylsilyl)oxy)methyl)-4-(3-(3-methoxyphenyl)cyclobutyl)pyridine [Si](C)(C)(C(C)(C)C)OCC1=NC=CC(=C1)C1CC(C1)C1=CC(=CC=C1)OC